((5-aminopyridin-3-yl)methyl)carbamic acid NC=1C=C(C=NC1)CNC(O)=O